C(C)(=O)N1CC(=CC1)C1=CC2=C(N=CN=C2N[C@H](C#C)C2=C(C(=CC=C2)C(F)F)F)N(C1=O)C 6-(1-acetyl-2,5-dihydro-1H-pyrrol-3-yl)-4-{[(1R)-1-[3-(difluoromethyl)-2-fluorophenyl]prop-2-yn-1-yl]amino}-8-methyl-7H,8H-pyrido[2,3-d]pyrimidin-7-one